C1(=CC=C(C=C1)OP(O)(=O)CC(=O)NO)C (2-(hydroxyamino)-2-oxoethyl)phosphonic acid hydrogen p-tolyl ester